N-(1-(2-chloro-6-fluoropyridin-3-yl)pent-4-en-1-yl)-4-methoxyaniline ClC1=NC(=CC=C1C(CCC=C)NC1=CC=C(C=C1)OC)F